(1R,5S)-6,6-difluoro-N-(4-(3-(4-fluorophenyl)-1-methyl-1H-pyrazol-4-yl)-7-methoxypyrido[3,2-d]pyrimidin-6-yl)-3-methyl-3-azabicyclo[3.1.0]hexane-1-carboxamide FC1([C@@H]2CN(C[C@]12C(=O)NC=1C(=CC=2N=CN=C(C2N1)C=1C(=NN(C1)C)C1=CC=C(C=C1)F)OC)C)F